N[C@@H]1C2=CC=CC=C2CC12CCN(CC2)C=2NC(C1=C(N2)NN=C1C=1C2=CN(N=C2CC(C1)(C)C)C)=O (S)-6-(1-amino-1,3-dihydrospiro[indene-2,4'-piperidin]-1'-yl)-3-(2,6,6-trimethyl-6,7-dihydro-2H-indazol-4-yl)-1,5-dihydro-4H-pyrazolo[3,4-d]pyrimidin-4-one